4-bromobenzyl thiol BrC1=CC=C(CS)C=C1